CC1=NC=CC=C1C(C)O 1-(2-methylpyridin-3-yl)ethan-1-ol